CC1=CN(C2=NC=C(C=C21)NC(C=C)=O)C2=NC(=NC=C2)NC=2N(N=CC2)C N-[3-methyl-1-[2-[(2-methylpyrazol-3-yl)amino]pyrimidin-4-yl]pyrrolo[2,3-b]pyridin-5-yl]prop-2-enamide